C(C)(C)(C)OC(=O)N1CCCC2=CC=C(N=C12)CCCCNC1CC1 7-(4-(cyclopropylamino)butyl)-3,4-dihydro-1,8-naphthyridine-1(2H)-carboxylic acid tert-butyl ester